C(C)OC(C(=NO)NC(=O)C1CCC(CC1)C(=O)OC(C)(C)C)=O tert-butyl 4-((2-ethoxy-1-(hydroxyimino)-2-oxoethyl)carbamoyl)cyclohexanecarboxylate